C(CCCCCCCCCCCCCC)(=O)[O-] pentadecanate